N[C@H](CC1CCC2(C=NNC(O2)=O)CC1)C cis-9-((S)-2-aminopropyl)-2-oxo-1-oxa-3,4-diazaspiro[5.5]undec-4-ene